C(C)(C)(C)OC(NC1=C(C=CC(=C1)NC1C(NC(CC1)=O)=O)F)=O (5-((2,6-Dioxopiperidin-3-yl)amino)-2-fluorophenyl)carbamic acid tert-butyl ester